N1N=CC=C1S(=O)O 1H-pyrazole-5-sulfinic acid